O1CC(CC1)OC=1C=NC=C(C1)B1OC(C(O1)(C)C)(C)C 3-(oxolan-3-yloxy)-5-(4,4,5,5-tetramethyl-1,3,2-dioxaborolan-2-yl)pyridine